C(=C)[Si]1(CC(C1)(C)C=C)C 1,3-divinyl-1,3-dimethyl-silacyclobutane